ClC(Cl)I dichloromethyl iodide